N-(cyclopropylmethyl)-1'-((5-fluoro-2-methyl-3-oxo-3,4-dihydroquinoxalin-6-yl)methyl)-2-methyl-1',2',3',6'-tetrahydro-[3,4'-bipyridine]-6-carboxamide C1(CC1)CNC(=O)C1=CC=C(C(=N1)C)C=1CCN(CC1)CC=1C(=C2NC(C(=NC2=CC1)C)=O)F